CC(C)C[C@@H](C(=O)N[C@@H](CC(C)C)C(=O)N[C@@H](CCCN=C(N)N)C=O)NC(=O)C.CC(C)C[C@@H](C(=O)N[C@@H](CC(C)C)C(=O)N[C@@H](CCCN=C(N)N)C=O)NC(=O)C.OS(=O)(=O)O The molecule is a peptide sulfate salt obtained by combining leupeptin with 0.5 molar equivalents of sulfuric acid. It has a role as a calpain inhibitor, a cathepsin B inhibitor, an EC 3.4.21.4 (trypsin) inhibitor and a serine protease inhibitor.